4-(4-hydroxyphenyl)-2,3-dihydropyridazin-3-one hydrochloride Cl.OC1=CC=C(C=C1)C=1C(NN=CC1)=O